FC1=C(C=CC(=C1)F)CC1CC2(CN(C2)C(=O)N2CC3(C2)CC(C3)C=3C=NC=C(C3)F)C1 [6-[(2,4-difluorophenyl)methyl]-2-azaspiro[3.3]heptan-2-yl]-[6-(5-fluoro-3-pyridinyl)-2-azaspiro[3.3]heptan-2-yl]methanone